methyl ((S)-2-oxopyrrolidin-3-yl)propanoate O=C1NCC[C@H]1C(C(=O)OC)C